FC(C(=O)O)(F)F.C(#N)C=1C=CC(=C(C1)NC(=N)N)C 1-(5-cyano-2-methylphenyl)guanidine trifluoroacetate